N-(1-methyl-1H-tetrazol-5-yl)-2-(((2-oxo-3-(2,2,2-trifluoroethyl)oxazolidine-5-yl)methoxy)methyl)-6-(trifluoromethyl)nicotinamide CN1N=NN=C1NC(C1=C(N=C(C=C1)C(F)(F)F)COCC1CN(C(O1)=O)CC(F)(F)F)=O